C(C)(C)(C)OC(N[C@H]1CN(C[C@@H](C1)F)C(=O)C1=CC2=C(C(=C(O2)C=2N(C3=CC(=CC=C3C2)Br)CC2CC2)C)C=C1)=O tert-Butyl-((3R,5R)-1-(2-(6-bromo-1-(cyclopropylmethyl)-1H-indol-2-yl)-3-methylbenzofuran-6-carbonyl)-5-fluoropiperidin-3-yl)carbamate